norbornaneacetic acid C12(CCC(CC1)C2)CC(=O)O